4-methyl-2-(pyridin-2-yl)imidazo[1,5-a]pyrimidine-8-carboxylic acid sodium salt [Na+].CC1=CC(=NC=2N1C=NC2C(=O)[O-])C2=NC=CC=C2